bromodecanoic acid anhydride BrC(C(=O)OC(C(CCCCCCCC)Br)=O)CCCCCCCC